2-Acetyl-6-cyclopropylpyridine-3-carboxylic acid C(C)(=O)C1=NC(=CC=C1C(=O)O)C1CC1